4-(4-methoxybenzoyl)-1H-pyrrole-2-carboxylic acid COC1=CC=C(C(=O)C=2C=C(NC2)C(=O)O)C=C1